C1=CC(=CC=C1C2=COC3=CC(=C(C=C3C2=O)O)O)O The molecule is a hydroxyisoflavone that is daidzein bearing an additional hydroxy substituent at position 6. It has a role as a metabolite, a PPARalpha agonist, a PPARgamma agonist, an anti-inflammatory agent, an antimutagen and an EC 1.14.18.1 (tyrosinase) inhibitor. It derives from a daidzein.